3-(4-Ethenyl-3-methyl-2-oxo-1,3-benzodiazol-1-yl)piperidine-2,6-dione C(=C)C1=CC=CC=2N(C(N(C21)C)=O)C2C(NC(CC2)=O)=O